[5-[2-(2,6-dichlorophenyl)ethyl]-7-methyl-indan-1-yl]-3-methyl-azetidin-3-ol ClC1=C(C(=CC=C1)Cl)CCC=1C=C2CCC(C2=C(C1)C)N1CC(C1)(O)C